C(C)(C)(C)C1=CC=C(C=C1)CCS 2-(4-tert-butylphenyl)ethanethiol